(R)-5-chloro-2-fluoro-4-(1,2,3,4-tetrahydronaphthalen-1-ylamino)-N-(thiazol-2-yl)benzenesulfonamide ClC=1C(=CC(=C(C1)S(=O)(=O)NC=1SC=CN1)F)N[C@@H]1CCCC2=CC=CC=C12